4-(4-fluoro-3-(4,4,5,5-tetramethyl-1,3,2-dioxaborolane-2-yl)phenoxy)butan-1-ol FC1=C(C=C(OCCCCO)C=C1)B1OC(C(O1)(C)C)(C)C